N1(CCOCC1)C1=NC2=C(N=CC=C2C(=C1)N=S(=O)(C)C1=CC=CC=C1)C=1NN=CC1 (2-(Morpholin-4-yl)-8-(2H-pyrazol-3-yl)-[1,7]naphthyridine-4-yl)phenyl-S-methylsulphoximide